methyl 8-(2-(tert-butoxy)-2-oxoethylidene)-5-fluoro-5,6,7,8-tetra-hydroquinoline-5-carboxylate C(C)(C)(C)OC(C=C1CCC(C=2C=CC=NC12)(C(=O)OC)F)=O